[Re](=O)(=O)([O-])[O-].[Na+].[Na+] sodium rhenate